(1,4-Dioxane-2-yl)benzothiazole O1C(COCC1)C=1SC2=C(N1)C=CC=C2